2-((3-(4-(methylthio)phenyl)prop-2-yn-1-yl)oxy)tetrahydro-2H-pyran CSC1=CC=C(C=C1)C#CCOC1OCCCC1